valinoyl-L-prolyl-L-prolinamide N[C@@H](C(C)C)C(=O)N1[C@@H](CCC1)C(=O)N1[C@@H](CCC1)C(=O)N